FC=1C=C(C=CC1)NC(=N)SCC1=CC=C(C=C1)C(F)(F)F 4-(trifluoromethyl)benzyl (3-fluorophenyl)carbamimidothioate